N(=[N+]=[N-])CCC(=O)Br azidopropionyl bromide